C(CC(C)C)(=O)O R-isovaleric acid